NC1=NC=CC=C1C1=NC=2C(=NC(=CC2)C2=CC=CC=C2)N1C=1C=C2CC[C@@H](C2=CC1)NC(C1=CC(=C(C=C1)C=O)O)=O N-[(1S)-5-[2-(2-aminopyridin-3-yl)-5-phenylimidazo[4,5-b]pyridin-3-yl]-2,3-dihydro-1H-inden-1-yl]-4-formyl-3-hydroxybenzamide